ClC=1C(=CC=2N=CN=C(C2N1)C=1C(=NN(C1)C)C1=C(C=CC=C1F)F)OC 6-chloro-4-(3-(2,6-difluorophenyl)-1-methyl-1H-pyrazol-4-yl)-7-methoxypyrido[3,2-d]pyrimidine